C(C)NC(=O)C1=C(C=CC=C1)SC1=CC=C2C(=NNC2=C1)\C=C\C1=NC=C(C=C1)CN1CCCC1 6-[2-(ethylcarbamoyl)phenyl]sulfanyl-3-[(trans)-2-[5-(pyrrolidin-1-ylmethyl)-2-pyridinyl]vinyl]indazole